C(C)(=O)OCC1=C(C(=CC(=C1)Cl)S(=O)(=O)Cl)Cl 2,5-dichloro-3-(chlorosulfonyl)benzyl acetate